(1R,2S,5S)-3-(2-(3-acetyl-7-methyl-5-(2-methylpyrazolo[1,5-a]pyrimidin-6-yl)-1H-indol-1-yl)acetyl)-N-(3-methyl-6-(trifluoromethyl)pyridin-2-yl)-3-azabicyclo[3.1.0]hexane-2-carboxamide C(C)(=O)C1=CN(C2=C(C=C(C=C12)C=1C=NC=2N(C1)N=C(C2)C)C)CC(=O)N2[C@@H]([C@@H]1C[C@@H]1C2)C(=O)NC2=NC(=CC=C2C)C(F)(F)F